CC1=CC(=NN1C1=CC=C(C=C1)C(F)(F)F)N1CCN(CC1)CCN1CCOCC1 4-[2-[4-[5-methyl-1-[4-(trifluoromethyl)phenyl]pyrazol-3-yl]piperazin-1-yl]ethyl]morpholine